ClC1=C(C(=O)NCC(F)F)C=CC(=C1)NC1CN(C1)C1CCN(CC1)C([C@](C(F)(F)F)(C1=CC=CC=C1)O)=O (S)-2-chloro-N-(2,2-difluoroethyl)-4-((1-(1-(3,3,3-trifluoro-2-hydroxy-2-phenylpropanoyl)piperidin-4-yl)azetidin-3-yl)amino)benzamide